C[Si]1(CCC(CC1)NC(=O)C1=C(C=2N=C(SC2N1)C(C)C)C)C N-(1,1-dimethylsilinan-4-yl)-2-isopropyl-6-methyl-4H-pyrrolo[3,2-d]thiazole-5-carboxamide